C[C@]12CC[C@H]3[C@H]([C@@H]1CC[C@@H]2O)CCC4=C3C=CC(=C4)O The molecule is the 17beta-isomer of estradiol. It has a role as an estrogen, a human metabolite, an EC 1.2.3.1 (aldehyde oxidase) inhibitor, a Daphnia magna metabolite and a mouse metabolite. It is a 17beta-hydroxy steroid and an estradiol.